OC=1C=C(C=CC1)C1=NN(C=C1C=1C2=C(N=CN1)C=C(C(=N2)NC(=O)C2(CC2)C(F)(F)F)OC)C N-(4-(3-(3-hydroxyphenyl)-1-methyl-1H-pyrazol-4-yl)-7-methoxypyrido[3,2-d]pyrimidin-6-yl)-1-(trifluoromethyl)cyclopropane-1-carboxamide